OC=1C(=CC2=C(C=CO2)C1)C=O 5-HYDROXY-6-BENZOFURANCARBOXALDEHYDE